O1C2=C(OC(C1([2H])[2H])([2H])[2H])C=C(C=C2)OC2CCN(CC2)C2=C(C=C1C(=N2)CN(C1=O)C)C 2-(4-((2,3-dihydrobenzo[b][1,4]dioxin-6-yl-2,2,3,3-d4)oxy)piperidin-1-yl)-3,6-dimethyl-6,7-dihydro-5H-pyrrolo[3,4-b]pyridin-5-one